3-[[4-[2-[4-(trifluoromethyl)anilino]phenyl]-2-pyridyl]amino]propanoic acid FC(C1=CC=C(NC2=C(C=CC=C2)C2=CC(=NC=C2)NCCC(=O)O)C=C1)(F)F